5-nonyl-2-hydroxyacetophenone oxime CCCCC(CCCC)C(C(C1=CC=CC=C1)=NO)O